C(C)OC1=C(C(=NN1CC1CNCCC1)C1=CC(=C(C#N)C=C1)F)C=1C=C2C=NN(C2=CC1)C 4-(5-ethoxy-4-(1-methyl-1H-indazol-5-yl)-1-(piperidin-3-ylmethyl)-1H-pyrazol-3-yl)-2-fluorobenzonitrile